C(CCCCCCC\C=C/CCCCCCCC)(=O)OC[C@@H](OC(CCCCCCC\C=C/CCCCCCCC)=O)COP(=O)(O)OCCN 1,2-di(9Z-oleoyl)-sn-glycero-3-phosphoethanolamine